N-(o-toluenesulfonyl)benzamide CC=1C(=CC=CC1)S(=O)(=O)NC(C1=CC=CC=C1)=O